tetrabutyl-ammonium fluoride salt [F-].C(CCC)[N+](CCCC)(CCCC)CCCC